ammonium trimethylhydroxypropyl octanoate C(CCCCCCC)(=O)OC(CC(O)(C)C)C.[NH4+]